7-(8-chloronaphthalen-1-yl)-N-((1-(dimethylamino)cyclobutyl)methyl)-8-fluoro-2-((tetrahydro-1H-pyrrolizin-7a(5H)-yl)methoxy)pyrido[4,3-d]pyrimidin-4-amine ClC=1C=CC=C2C=CC=C(C12)C1=C(C=2N=C(N=C(C2C=N1)NCC1(CCC1)N(C)C)OCC12CCCN2CCC1)F